5-cyclohexyloxymethyl-oxycarbonyl-7-oxo-bicyclo[2.2.1]Hept-2-ene C1(CCCCC1)OCOC(=O)C1C2C=CC(C1)C2=O